N1=C(C=CC2=CC=CN=C12)C1=CC=CC=2[SiH2]C3=C(C21)C=CC=C3 naphthyridinyl-dibenzosilol